ClC=1C=C(C=CC1)C1=NN=C(O1)NC(C1=CC(=CC=C1)I)=O N-(5-(3-chlorophenyl)-1,3,4-oxadiazol-2-yl)-3-iodobenzamide